BrC1=C(C=C(C=2NC(C3=CC=CC=C3C12)=O)Cl)OC 1-bromo-4-chloro-2-methoxy-6(5H)-phenanthridinone